OC1=NN2C(C=CC=C2)=C1C(=O)NC1=C(C(=C(C(=C1F)F)C1=CC=C(C=C1)F)F)F 2-Hydroxy-N-(2,3,4',5,6-pentafluoro-[1,1'-biphenyl]-4-yl)pyrazolo[1,5-a]pyridine-3-carboxamide